5-(4-chloro-2-fluorophenyl)-2-methyl-7-((2S)-2-(1-methyl-1H-pyrazol-5-yl)-4-morpholinyl)-3-propylpyrido[4,3-d]pyrimidin-4(3H)-one ClC1=CC(=C(C=C1)C1=NC(=CC=2N=C(N(C(C21)=O)CCC)C)N2C[C@H](OCC2)C2=CC=NN2C)F